COCCN(C(O[C@H](C(=O)NC=1C(N(C=CC1)CC=1NC2=C(C=C(C=C2C1)F)CC(C)(C)C)=O)CC\C=C\C(=O)N(C)C)=O)C (S,E)-7-(dimethylamino)-1-((1-((5-fluoro-7-neopentyl-1H-indol-2-yl)methyl)-2-oxo-1,2-dihydropyridin-3-yl)amino)-1,7-dioxohept-5-en-2-yl (2-methoxyethyl)(methyl)carbamate